2-(2-chloro-4-methylphenyl)-N-[4-(3-chlorophenoxy)-3-sulfamoylphenyl]acetamide ClC1=C(C=CC(=C1)C)CC(=O)NC1=CC(=C(C=C1)OC1=CC(=CC=C1)Cl)S(N)(=O)=O